CNC(C)C1=C(C=NC=C1)Br methyl-[1-(3-bromo-4-pyridyl)ethyl]amine